O1C(=NC2=C1C=CC=C2)NC2=NC1=C(N2C)C=C(C(=C1)C(=O)NCCOCCO)F 2-(benzo[d]oxazol-2-ylamino)-6-fluoro-N-(2-(2-hydroxyethoxy)-ethyl)-1-methyl-1H-benzo[d]imidazole-5-carboxamide